ClC=1C(=CC(=C(C=O)C1)C1=C(N=CS1)Cl)F 5-chloro-2-(4-chlorothiazol-5-yl)-4-fluorobenzaldehyde